5-(4-(dipropylamino)benzoyl)amino-3-(1-propyl-1,2,3,6-tetrahydropyridin-4-yl)-1H-indole C(CC)N(C1=CC=C(C(=O)NC=2C=C3C(=CNC3=CC2)C=2CCN(CC2)CCC)C=C1)CCC